ClC1=C(C=CC=C1NC(=O)C=1C(N(C(N(C1)C)=O)C)=O)C1=C(C(=CC=C1)C1=NC(=C(N=C1)CNCC1NC(CC1)=O)CC)Cl N-(2,2'-dichloro-3'-(6-ethyl-5-((((5-oxopyrrolidin-2-yl)methyl)amino)methyl)pyrazin-2-yl)-[1,1'-biphenyl]-3-yl)-1,3-dimethyl-2,4-dioxo-1,2,3,4-tetrahydropyrimidine-5-carboxamide